C(=O)C1=CC=C(S1)C=1C=C(C=CC1)[C@@H](C)NC(OC(C)(C)C)=O (R)-tert-butyl (1-(3-(5-formylthiophen-2-yl)phenyl)ethyl)carbamate